IC=1C=C(C(=O)N)C=C(C1OCC(C)=O)I 3,5-diiodo-4-(2-oxopropoxy)benzamide